(R)-benzo[d]oxazol-2-yl(4-(4-(trifluoromethyl)pyrazolo[1,5-a]pyridin-2-yl)-1,4,6,7-tetrahydro-5H-imidazo[4,5-c]pyridin-5-yl)methanone O1C(=NC2=C1C=CC=C2)C(=O)N2[C@H](C1=C(CC2)NC=N1)C1=NN2C(C(=CC=C2)C(F)(F)F)=C1